COC1(CC(=CC=C1)C=C1C=C(C(C(=C1)C(C)(C)C)=O)C(C)(C)C)O 4-(3-methoxy-3-hydroxyphenyl)methylene-2,6-di-tert-butyl-2,5-cyclohexadiene-1-one